NC1=C2C(=NC=N1)N(N=C2C2=CC=C1C=C(NC1=C2)C(=O)NOCC)C(C)C 6-(4-amino-1-isopropyl-pyrazolo[3,4-d]pyrimidin-3-yl)-N-ethoxy-1H-indole-2-carboxamide